1-tert-butyl (5-(4-((3'R,4'S,5'R)-6''-chloro-4'-(3-chloro-2-fluorophenyl)-2''-oxodispiro[cyclohexane-1,2'-pyrrolidine-3',3''-indoline]-5'-carboxamido)benzamido)pentyl)carbamate ClC1=CC=C2[C@@]3(C(NC2=C1)=O)C1(N[C@H]([C@@H]3C3=C(C(=CC=C3)Cl)F)C(=O)NC3=CC=C(C(=O)NCCCCCNC(OC(C)(C)C)=O)C=C3)CCCCC1